ClC1=CC=C(OCC(=O)NC23CC(C2)(C3)NCCOC3=CC=C(C=C3)Cl)C=C1 2-(4-chlorophenoxy)-N-(3-{[2-(4-chlorophenoxy)ethyl]amino}bicyclo-[1.1.1]pentan-1-yl)acetamide